N,N-bis(4-(2-chloro-2-hydroxyethoxy)phenyl)adipamide ClC(COC1=CC=C(C=C1)N(C(CCCCC(=O)N)=O)C1=CC=C(C=C1)OCC(Cl)O)O